((1-(cyclopropylamino)cyclobutyl)methyl)-4-((5-fluoropyridin-2-yl)ethynyl)benzamide C1(CC1)NC1(CCC1)CC1=C(C(=O)N)C=CC(=C1)C#CC1=NC=C(C=C1)F